(2S,3R)-5,7-dihydroxy-2-(3,4,5-trihydroxyphenyl)chroman-3-yl 5,6-dihydroxypicolinate OC=1C=CC(=NC1O)C(=O)O[C@H]1[C@@H](OC2=CC(=CC(=C2C1)O)O)C1=CC(=C(C(=C1)O)O)O